methyl-(oxo){[(2R)-1-phenoxy-2-butanyl]oxy}phosphonium C[P+](O[C@@H](COC1=CC=CC=C1)CC)=O